(R or S)-3-(1-methyl-1H-pyrazol-4-yl)-5-(3-methylpiperazin-1-yl)pyrazine-2-carbonitrile CN1N=CC(=C1)C=1C(=NC=C(N1)N1C[C@H](NCC1)C)C#N |o1:14|